(1-(3-((4-bromophenyl)sulfonamido)phenyl)-1H-1,2,3-triazol-4-yl)isonicotinic acid BrC1=CC=C(C=C1)S(=O)(=O)NC=1C=C(C=CC1)N1N=NC(=C1)C1=C(C(=O)O)C=CN=C1